COCCNC(=O)C=1C=NC(=C(C1)C1=NN(C=C1)C)OC1=CC=C(C=C1)C(F)(F)F N-(2-Methoxyethyl)-5-(1-methyl-1H-pyrazol-3-yl)-6-[4-(trifluoromethyl)phenoxy]pyridine-3-carboxamide